NC1=C(C=C(C=C1C(=O)O)C(=O)O)C(=O)O 2-aminobenzene-1,3,5-tricarboxylic acid